4-bromo-N-[8-fluoro-2-methylimidazo[1,2-a]pyridine-6-yl]-2-methyl-1-benzofuran-7-carboxamide BrC1=CC=C(C2=C1C=C(O2)C)C(=O)NC=2C=C(C=1N(C2)C=C(N1)C)F